N-((6-methylpyridin-2-yl)methyl)-5-(5-(trifluoromethyl)-1,3,4-oxadiazol-2-yl)pyrimidin-2-amine CC1=CC=CC(=N1)CNC1=NC=C(C=N1)C=1OC(=NN1)C(F)(F)F